6-[(2R)-3-(3,4-Dihydro-1H-isochinolin-2-yl)-2-hydroxypropyl]-2-[[1-(2-hydroxy-2-methyl-propyl)-4-piperidyl]oxy]-7,8-dihydro-1,6-naphthyridin-5-on C1N(CCC2=CC=CC=C12)C[C@H](CN1C(C=2C=CC(=NC2CC1)OC1CCN(CC1)CC(C)(C)O)=O)O